SCCN(C(=O)C=1N=CSC1)C N-(2-mercaptoethyl)-N-methylthiazole-4-carboxamide